CS(=O)(=O)C1=NC=C(C=N1)C#CCCCC(=O)O 6-(2-methylsulfonylpyrimidin-5-yl)-5-hexynoic acid